N=1C=CN2C1C=CC(=C2)C2=CC=C(C=C2)S(=O)(=N)[C@@H]2CC[C@H](CC2)NC2=CC=C(C=C2)SC(F)(F)F (4-{imidazo[1,2-a]pyridin-6-yl}phenyl)[trans-4-({4-[(trifluoromethyl)sulfanyl]phenyl}Amino)cyclohexyl](imino)-λ6-sulfanone